1-hydroxy-2,5-pyridinedione ON1C(C=CC(C1)=O)=O